2-(3,5-dichloro-4-((2-(4-fluorophenyl)-1-oxo-1,2,3,4-tetrahydroisoquinolin-6-yl)oxy)phenyl)-1,2,4-triazine-3,5(2H,4H)-dione ClC=1C=C(C=C(C1OC=1C=C2CCN(C(C2=CC1)=O)C1=CC=C(C=C1)F)Cl)N1N=CC(NC1=O)=O